1-(3-(4-((4-([1,2,4]triazolo[1,5-a]pyridin-7-yloxy)-3-methylphenyl)amino)pyrido[3,2-d]pyrimidin-6-yl)azepan-1-yl)prop-2-en-1-one N=1C=NN2C1C=C(C=C2)OC2=C(C=C(C=C2)NC=2C1=C(N=CN2)C=CC(=N1)C1CN(CCCC1)C(C=C)=O)C